S-(trifluoromethyl)dibenzothiophene trifluoro-methanesulfonate FC(S(=O)(=O)O)(F)F.FC(S1C2=C(C3=C1C=CC=C3)C=CC=C2)(F)F